OC[C@H]1[C@@H](C1)N1N=NC(=C1)C(=O)NCC=1SC(=NN1)C1=CC=CC=C1 trans-1-(2-(hydroxymethyl)cyclopropyl)-N-((5-phenyl-1,3,4-thiadiazol-2-yl)methyl)-1H-1,2,3-triazole-4-carboxamide